2-((3,5-diethoxybenzylamino)pyrimidin-5-yl)(6-oxa-1-azaspiro[3.3]hept-1-yl)methanone Methyl-5-[4-(1,3-dioxolan-2-yl)piperidin-1-yl]pyridine-2-carboxylate COC(=O)C1=NC=C(C=C1)N1CCC(CC1)C1OCCO1.C(C)OC=1C=C(CNC2=NC=C(C=N2)C2N(C3(C2)COC3)C=O)C=C(C1)OCC